2(3H)-Furanon O1C(CC=C1)=O